N-[5-[5-[(2S)-3,3-difluoro-2-hydroxy-propyl]-1,2,4-oxadiazol-3-yl]-2-methyl-phenyl]-7-(1H-1,2,4-triazol-3-ylmethoxymethyl)imidazo[1,2-a]pyridine-3-carboxamide FC([C@H](CC1=NC(=NO1)C=1C=CC(=C(C1)NC(=O)C1=CN=C2N1C=CC(=C2)COCC2=NNC=N2)C)O)F